C(C=C)(=O)OCCCCCCC[SiH2]C(F)F acryloxyheptyl-difluoromethyl-silane